5-(4-Nitro-1H-imidazol-2-yl)-3-(4-(piperidin-4-yloxy)phenyl)-1,2,4-oxadiazole hydrochloride Cl.[N+](=O)([O-])C=1N=C(NC1)C1=NC(=NO1)C1=CC=C(C=C1)OC1CCNCC1